ClC1=C(C=C2C(=CNC2=C1)C(=O)O)C=1C(=NC(=CC1)N1CC2C(C2C1)OC)OC 6-chloro-5-(2-methoxy-6-((trans)-6-methoxy-3-azabicyclo[3.1.0]hexan-3-yl)pyridin-3-yl)-1H-indole-3-carboxylic acid